FC(S(=O)(=O)ON1C(C=2C(C1=O)=CC=CC2)=O)(F)F N-trifluoromethanesulfonyloxyphthalimide